C(C#C)NC([O-])=O N-propargylcarbamate